N[C@@H](CCCCN)C(=O)C(=O)C([C@@H](N)CCCCN)=O lysyl ketone